COC1=C(C=CC(=C1)O)NC(=S)N N-(2-methoxy-4-hydroxyphenyl)thiourea